C(C)(C)OC=1C=C(C=NC1C(=O)OC(C)C)B(O)O (5-isopropoxy-6-(isopropoxycarbonyl)pyridin-3-yl)boronic acid